OC1=C(C(=O)[O-])C=CC=C1 hydroxybenzoic acid anion